ClC1=C(C(=CC(=C1)C1=C(N=C2N1CCN(C2)C(C=C)=O)C(F)(F)F)F)C2=C(C(=CC=C2F)Cl)O 1-(3-(2,3'-Dichloro-6,6'-difluoro-2'-hydroxy-[1,1'-biphenyl]-4-yl)-2-(trifluoromethyl)-5,6-dihydroimidazo[1,2-a]pyrazin-7(8H)-yl)prop-2-en-1-one